C(\C=C\C(=O)O)(=O)O.N1C=NC(=C1)CCNC(CC(=O)NCCC=1N=CNC1)=O N,N'-bis[2-(1H-imidazol-4-yl)ethyl]propanediamide fumarate